COC(=O)C=1N=NN(C1)CCC1(OCCO1)C (2-(2-methyl-1,3-dioxolan-2-yl)ethyl)-1H-1,2,3-triazole-4-carboxylic acid methyl ester